7-(Benzyloxy)-6-fluoro-4-isopropyl-2-(o-tolyl)phthalazin-1(2H)-one C(C1=CC=CC=C1)OC1=C(C=C2C(=NN(C(C2=C1)=O)C1=C(C=CC=C1)C)C(C)C)F